2-(3-(3-(4-ethylphenyl)propyl)benzyl)imidazolidin-4-one cyclopropyl-6-(5-((4-fluorophenyl)carbamoyl)spiro[2.3]hexan-5-yl)-3,4-dihydro-1,5-naphthyridine-1(2H)-carboxylate C1(CC1)OC(=O)N1CCCC2=NC(=CC=C12)C1(CC2(CC2)C1)C(NC1=CC=C(C=C1)F)=O.C(C)C1=CC=C(C=C1)CCCC=1C=C(CC2NCC(N2)=O)C=CC1